S1C=NC2=C1C=CC(=C2)CN(C(=O)[C@H]2N(CCC2)[S@](=O)(=NC)C2=CC(=C(C=C2)C)F)C2CCC(CC2)(F)F (S)-N-(Benzo[d]thiazol-5-ylmethyl)-N-(4,4-difluorocyclohexyl)-1-((R)-3-fluoro-N,4-dimethylphenylsulfonimidoyl)pyrrolidine-2-carboxamide